CC1(C[C@H](N(C1)C(C=C)=O)COC=1C=NC=CC1C1=C(C=2C(NCCC2N1)=O)NC1=C(C(=CC=C1)F)OC)C 2-(3-{[(2S)-4,4-dimethyl-1-(prop-2-enoyl)pyrrolidin-2-yl]methoxy}pyridin-4-yl)-3-[(3-fluoro-2-methoxyphenyl)amino]-1H,5H,6H,7H-pyrrolo[3,2-c]pyridin-4-one